2-[6-[5-[(1S)-1-[[6-chloro-8-(trifluoromethyl)quinazolin-4-yl]amino]ethyl]-1,2,4-triazol-1-yl]pyridazin-3-yl]oxyacetonitrile ClC=1C=C2C(=NC=NC2=C(C1)C(F)(F)F)N[C@@H](C)C1=NC=NN1C1=CC=C(N=N1)OCC#N